NC1=CC=C(C=C1)S(=O)(=O)NC=1N=CC2=C(N1)N1C(=C2)C(NCC12CCCCC2)=O 4-amino-N-(6'-oxo-7',8'-dihydro-6'H-spiro[cyclohexane-1,9'-pyrazino[1',2':1,5]pyrrolo[2,3-d]pyrimidin]-2'-yl)benzenesulfonamide